C1(CC1)C1=CC=C(C=C1)N1CC=2C(=NC=CC2C1=O)C1=C(C=CC=C1)OC 2-(4-cyclopropylphenyl)-4-(2-methoxyphenyl)-2,3-dihydro-1H-pyrrolo[3,4-c]pyridin-1-one